COC1=C(C=CC=C1)[Se]C1=C(CCCC1)CCNC(C1=NC=CC=C1)=O N-(2-(2-((2-methoxyphenyl)selanyl)cyclohex-1-en-1-yl)ethyl)picolinamide